OCCCN1C(C(CC1)OC1C(N(CC1)CCCO)=O)=O N-Hydroxypropyl-Pyrrolidonyl Ether